N-(1,3-dihydroxy-2-methylpropan-2-yl)propionamide OCC(CO)(C)NC(CC)=O